1-(4-(azetidin-3-yl)-2-cyano-6-methylbenzyl)piperidine-4-carboxylic acid methyl ester COC(=O)C1CCN(CC1)CC1=C(C=C(C=C1C)C1CNC1)C#N